FC1=C(C=C2CCCC2=C1)O 6-fluoro-2,3-dihydro-1H-inden-5-ol